CC1=CC(=NN1)NC=1C2=C(N=C(N1)NC1CC3CCCC(C1)N3C(=O)[C@H]3NCCC3)SC=C2 ((3-exo)-3-((4-((5-methyl-1H-pyrazol-3-yl)amino)thieno[2,3-d]pyrimidin-2-yl)amino)-9-azabicyclo[3.3.1]non-9-yl)((S)-pyrrolidin-2-yl)methanone